C(=C)C1=NC(=NC(=N1)C=C)N(CCOCCOCCN(CCOCCO)CCOC(C(=O)O)C)CC 2-(2-(16-(4,6-Divinyl-1,3,5-triazin-2-yl)-1,4,10,13-tetraoxa-7,16-diaza-octadeca-7-yl)ethoxy)propionic acid